N-(4-(6-fluoro-3,4-dihydroisoquinolin-2(1H)-yl)-2,6-dimethylphenyl)spiro[2.2]pentane-1-carboxamide FC=1C=C2CCN(CC2=CC1)C1=CC(=C(C(=C1)C)NC(=O)C1CC12CC2)C